1-Methyl-4-(2-(5-(4-methyl-3-nitrophenyl)pyridin-2-yl)ethyl)piperazine CN1CCN(CC1)CCC1=NC=C(C=C1)C1=CC(=C(C=C1)C)[N+](=O)[O-]